CC1(C(NC2=C(O1)C(=NC=N2)N2CC1(CCNC1)CC2)=O)C 7-(6,6-dimethyl-7-oxo-7,8-dihydro-6H-pyrimido[5,4-b][1,4]oxazin-4-yl)-2,7-diazaspiro[4.4]nonane